3-fluoro-4-[(3-fluoro-6-piperazin-1-yl-2-pyridyl)oxymethyl]benzonitrile FC=1C=C(C#N)C=CC1COC1=NC(=CC=C1F)N1CCNCC1